C(C1=CC=CC=C1)C1(CNCC1)C=1C=C2C=NN(C2=CC1C)C1OCCCC1 5-(3-benzyl-pyrrolidin-3-yl)-6-methyl-1-(tetrahydro-2H-pyran-2-yl)-1H-indazole